CC1(OC[C@@H](O1)CNC=1N=NC(=C2C1C=NC=C2)C2=C(C=C(C=C2)C(F)(F)F)O)C 2-[4-[[(4S)-2,2-dimethyl-1,3-dioxolan-4-yl]methylamino]pyrido[3,4-d]pyridazin-1-yl]-5-(trifluoromethyl)phenol